O=C[C@H](O)[C@@H](O)[C@H](O)[C@H](O)CO D-[+]-glucose